C(#N)C=1C=C(C=CC1)C1=NN2C(CN([C@@H](C2)C)C(=O)OC(C)(C)C)=C1C1=CC=NC=C1 tert-butyl (6R)-2-(3-cyanophenyl)-6-methyl-3-(pyridin-4-yl)-6,7-dihydropyrazolo[1,5-a]pyrazine-5(4H)-carboxylate